BrC1=C2C=NNC2=C(C=C1F)C(=O)N1[C@H](CN(CC1)C(=O)OC(C)(C)C)CCO (S)-tert-Butyl 4-(4-bromo-5-fluoro-1H-indazole-7-carbonyl)-3-(2-hydroxyethyl)piperazine-1-carboxylate